C1(=CC=CC=C1)C1=C(C(=NN=N1)C=1[Se]C2=C(C1C1=CC=CC=C1)C=CC=C2)C2=CC=CC=C2 Diphenyl[phenylbenzoselenophenyl]triazine